5-cyclopropyl-3-[(trans-4-hydroxycyclohexyl)amino]pyrazine-2-carbonitrile C1(CC1)C=1N=C(C(=NC1)C#N)N[C@@H]1CC[C@H](CC1)O